3-chloro-5-[4-methyl-3-[3-(trifluoromethyl)phenoxy]phenyl]-4,5-dihydroisoxazole ClC1=NOC(C1)C1=CC(=C(C=C1)C)OC1=CC(=CC=C1)C(F)(F)F